[Phenyl(dimethylfluorenyl)triazinyl][(biphenylyl)dibenzothiophenyl]benzene 1-naphthylacrylate C1(=CC=CC2=CC=CC=C12)OC(C=C)=O.C1(=CC=CC=C1)C1=C(C(=NN=N1)C1=C(C=CC=C1)C1=C(C=CC=2SC3=C(C21)C=CC=C3)C3=C(C=CC=C3)C3=CC=CC=C3)C3=C(C(=CC=2C1=CC=CC=C1CC32)C)C